[3-(4-fluorophenyl)-5-methyl-1,2-oxazol-4-yl]Methanol FC1=CC=C(C=C1)C1=NOC(=C1CO)C